5-(2-fluoropyridin-3-yl)-N-(2-morpholinoethyl)-1H-indole-3-carboxamide FC1=NC=CC=C1C=1C=C2C(=CNC2=CC1)C(=O)NCCN1CCOCC1